8-(benzyloxy)-1-methyl-6-morpholinoquinazoline-2,4(1H,3H)-dione C(C1=CC=CC=C1)OC=1C=C(C=C2C(NC(N(C12)C)=O)=O)N1CCOCC1